tertiary butyl-ammonium hexafluorophosphate F[P-](F)(F)(F)(F)F.C(C)(C)(C)[NH3+]